C(#N)NC(C)=N N-cyanoacetamidine